(E)-N-{4-[[3-chloro-4-[(pyridin-2-yl)methoxy]phenyl]amino]-3-cyano-7-ethoxy-6-quinolinyl}-4-(dimethylamino)but-2-enamide ClC=1C=C(C=CC1OCC1=NC=CC=C1)NC1=C(C=NC2=CC(=C(C=C12)NC(\C=C\CN(C)C)=O)OCC)C#N